C(N)(=N)C=1C=C(OC=2C(=C3C=CNC3=CC2F)CC(=O)OCC)C=CC1F Ethyl 2-(5-(3-carbamimidoyl-4-fluorophenoxy)-6-fluoro-1H-indol-4-yl)acetate